(2S)-2-(2-(2,2-dimethyl-5-oxotetrahydrofuran-3-carbonyl)-6-(3-methyl-1H-pyrrolo[2,3-b]pyridin-5-yl)-1,2,3,4-tetrahydroisoquinolin-8-yl)pyrrolidine-1-carboxylic acid tert-butyl ester C(C)(C)(C)OC(=O)N1[C@@H](CCC1)C=1C=C(C=C2CCN(CC12)C(=O)C1C(OC(C1)=O)(C)C)C=1C=C2C(=NC1)NC=C2C